COCC(C)(C)C1(CCCC1)O 1-(2-methoxy-1,1-dimethyl-ethyl)-cyclopentanol